7-(4-methoxypiperidin-1-yl)-5-(1-methyl-1H-pyrazol-5-yl)-3-(1H-pyrazol-5-yl)-1-(2,2,2-Trifluoroethyl)-1H-pyrazolo[4,3-b]pyridine COC1CCN(CC1)C1=C2C(=NC(=C1)C1=CC=NN1C)C(=NN2CC(F)(F)F)C2=CC=NN2